C(C)(C)(C)OC(=O)N1CCN(CC1)C(C1=CC(=CC=C1)C1=NC(=NC=C1)C1=CN=C2N1C=C(N=C2)C(F)F)=O 4-(3-(2-(6-(difluoromethyl)imidazo[1,2-a]pyrazin-3-yl)pyrimidin-4-yl)benzoyl)piperazine-1-carboxylic acid tert-butyl ester